COC1=C(C=CC(=C1)B(O)O)C1=CC=C(C=C1)C=1NC(C2=C(N1)CCSC2)=O (2-methoxy-4'-(4-oxo-3,5,7,8-tetrahydro-4H-thiopyrano[4,3-d]pyrimidin-2-yl)-[1,1'-biphenyl]-4-yl)boronic acid